C(C1=CC=CC=C1)C=1N(C(=NN1)SC(C(=O)NC1=C(C2=C(S1)CCC2)C(=O)N)C)C 2-{2-[(5-benzyl-4-methyl-4H-1,2,4-triazol-3-yl)sulfanyl]propanamido}-4H,5H,6H-cyclopenta[b]thiophene-3-carboxamide